C(CCCCC)OC1=C(C(=CC=C1)OCCCCCC)C=1C2=CC=C(N2)C(=C2C=CC(C(=C3C=CC(=C(C=4C=CC1N4)C#CC4=CC=C(C=C4)C(=O)O)N3)C3=C(C=CC=C3OCCCCCC)OCCCCCC)=N2)C#CC2=CC=C(C=C2)C(=O)O 5,15-bis(2,6-dihexyloxyphenyl)-10,20-bis(4-carboxyphenylethynyl)porphyrin